(E)-3-(4-((E)-2-cyclobutyl-1-(1H-indazol-5-yl)-2-phenylvinyl)phenyl)acrylic acid C1(CCC1)\C(=C(/C=1C=C2C=NNC2=CC1)\C1=CC=C(C=C1)/C=C/C(=O)O)\C1=CC=CC=C1